5,5-diphenyl-hydantoin C1(=CC=CC=C1)C1(C(NC(N1)=O)=O)C1=CC=CC=C1